FC(C(=O)O)(F)F.NC1CCC(CC1)CN1C(\C(\C2=CC(=C(C=C12)C(=O)NCCOC)F)=C/C=1NC(=CC1C)C)=O (Z)-1-(((1r,4r)-4-aminocyclohexyl)methyl)-3-((3,5-dimethyl-1H-pyrrol-2-yl)methylene)-5-fluoro-N-(2-methoxyethyl)-2-oxoindoline-6-carboxamide trifluoroacetate salt